FC=1C=C(C=C(C1)F)C1=CC=C2C=3C=C(C(=CC3C(C2=C1)=O)OC)N1C=NC(=C1)C 7-(3,5-difluorophenyl)-2-methoxy-3-(4-methyl-1H-imidazol-1-yl)-9H-fluoren-9-one